ON=C(N)C=1C=C2CCC(C2=CC1)NC(=O)C=1C=NN(C1)C N-(5-(N'-hydroxycarbamimidoyl)-2,3-dihydro-1H-inden-1-yl)-1-methyl-1H-pyrazole-4-carboxamide